COCCNC(=O)C1=CC=C(O1)/C=C/C(=O)OC methyl (E)-3-{5-[(2-methoxyethyl)carbamoyl]furan-2-yl}acrylate